N-(2-chlorobenzoxazol-5-yl)-2,3-dihydrobenzofuran-5-carboxamide ClC=1OC2=C(N1)C=C(C=C2)NC(=O)C=2C=CC1=C(CCO1)C2